N-(o-methoxycarbonylphenyl)benzothiazolium COC(=O)C1=C(C=CC=C1)[N+]1=CSC2=C1C=CC=C2